1-[3-[2-(2,6-dioxo-3-piperidinyl)-1-oxo-isoindolin-5-yl]prop-2-ynyl]piperidine-4-carboxylic acid trifluoroacetate FC(C(=O)O)(F)F.O=C1NC(CCC1N1C(C2=CC=C(C=C2C1)C#CCN1CCC(CC1)C(=O)O)=O)=O